C1(CC1)C1=NC=NC(=C1C1=NN2C(C(CCC2)OC2=CC(=C(C=C2)C=2N(C=C(N2)C(F)(F)F)CC)F)=C1)OC 2-(4-cyclopropyl-6-methoxypyrimidin-5-yl)-4-(4-(1-ethyl-4-(trifluoromethyl)-1H-imidazol-2-yl)-3-fluorophenoxy)-4,5,6,7-tetrahydropyrazolo[1,5-a]pyridine